2,2,6,6-tetramethylpiperidin-1-ide lithium chloride [Cl-].[Li+].CC1([N-]C(CCC1)(C)C)C